N1(C=NC=C1)C(COC)=O 1-(imidazol-1-yl)-2-methoxyethanone